C(CCCCCCCCCCC)(=O)OCC(O)CO.C(CCCCCCCCCCC)(=O)OCC(O)CO.C(CCCCCCCCCCC)(=O)OCC(O)CO.C(CCCCCCCCCCC)(=O)OCC(O)CO tetraglyceryl tetralaurate